(difluoromethyl)-5-iodo-1-methyl-1H-pyrazole FC(F)C1=NN(C(=C1)I)C